5-(8-(3-Fluorophenyl)-2-imino-3-methyl-2,3-dihydro-1H-imidazo[4,5-c]quinolin-1-yl)-6-methyl-2-(4-methylpiperazin-1-yl)nicotinonitrile FC=1C=C(C=CC1)C1=CC=2C3=C(C=NC2C=C1)N(C(N3C=3C(=NC(=C(C#N)C3)N3CCN(CC3)C)C)=N)C